COC1=C(C=CC=C1)C=C1C=C(C(C(=C1)C(C)(C)C)=O)C(C)(C)C 4-(2-methoxyphenyl)methylene-2,6-di-tert-butyl-2,5-cyclohexadien-1-one